COC1=NC=CC(=C1)C1=C(C(=CC=C1)C)NC(=O)N=[S@](=O)(N)C=1C=NN2C1OCCC2 (R)-N'-((2-(2-methoxypyridin-4-yl)-6-methylphenyl)carbamoyl)-6,7-dihydro-5H-pyrazolo[5,1-b][1,3]oxazine-3-sulfonimidamide